azobis(4-cyanovaleric acid) dimethyl-2,2'-azobis(2-methylpropionate) COC(C(C)(C)N=NC(C(=O)OC)(C)C)=O.N(=NC(C(=O)O)CC(C)C#N)C(C(=O)O)CC(C)C#N